2-chloro-5,6,7,8-tetrahydroquinolin-8-amine ClC1=NC=2C(CCCC2C=C1)N